Cl.N[C@H](C(=O)N(C([2H])([2H])[2H])[C@H](C(=O)N1C[C@]2(C[C@H]1C(=O)N)C(NC1=CC=CC=C12)=O)CC(C)(C)F)C (3R,5'S)-1'-((S)-2-((S)-2-amino-N-(methyl-d3)propanamido)-4-fluoro-4-methylpentanoyl)-2-oxospiro[indole-3,3'-pyrrolidine]-5'-carboxamide hydrochloride